(S)-6-((3,4,5-trifluorobenzyl)oxy)-10,10a-dihydro-1H-oxazolo[3',4':3,4]imidazo[1,2-c]pyrimidin-8(3H)-one FC=1C=C(COC=2C=C3N(C(N2)=O)C[C@@H]2N3COC2)C=C(C1F)F